COP(OC)(=O)C(C(=C)B1OC(C(O1)(C)C)(C)C)C1=CC=CC=C1 Dimethyl(1-phenyl-2-(4,4,5,5-tetramethyl-1,3,2-dioxaborolan-2-yl)allyl)phosphonate